N-methylpyridinamine CNC1=NC=CC=C1